The molecule is a single-stranded DNA polynucleotide consisting of a repeating unit of deoxyguanosine and 5-methyldeoxyadenosine residues, with all residues connected by 3'->5' phosphodiester linkages. C1[C@@H]([C@H](O[C@H]1N2C=NC3=C(N=CN=C32)N)COP(=O)(O)O[C@H]4C[C@@H](O[C@@H]4COP(=O)(O)O)N5C=NC6=C5N=C(NC6=O)N)O